2-[[5-(4-chloro-2-fluoro-phenyl)-3-methyl-triazol-4-yl]methyl]-5-(4-cyclopropylpiperazin-1-yl)pyridazin-3-one ClC1=CC(=C(C=C1)C1=C(N(N=N1)C)CN1N=CC(=CC1=O)N1CCN(CC1)C1CC1)F